methyl (E)-4-(2-((3,3-dimethylbutylidene) amino) acetylamino)-3-methoxybenzoate CC(C\C=N\CC(=O)NC1=C(C=C(C(=O)OC)C=C1)OC)(C)C